FC(C1=CC(=CS1)S(=O)(=O)N)F 5-(difluoromethyl)thiophene-3-sulfonamide